2-(chloromethyl)allyltrimethoxysilane vanadium-calcium [Ca].[V].ClCC(C[Si](OC)(OC)OC)=C